ethyl (2S)-2-({5H,6H,7H,8H-imidazo[1,2-a]pyrazine-7-carbonyl}amino)-4-methylpentanoate N=1C=CN2C1CN(CC2)C(=O)N[C@H](C(=O)OCC)CC(C)C